OC1=CC(=C(C=C1C)C(C1=C(C=C(C=C1)O)O)C1=C(C=C(C(=C1)C)O)C)C bis(4-hydroxy-2,5-dimethylphenyl)-2,4-dihydroxyphenylmethane